C(=O)O[N+]1=C(C=C(C=C1)OCCOC)C(C)(F)F (2-(1,1-difluoroethyl)-4-(2-methoxyethoxy) pyridin-1-ium-1-yl) methanate